TRANS-1-({4-methyl-2-azabicyclo[3.1.1]heptan-3-yl}methoxy)isoquinoline CC1C(NC2CC1C2)COC2=NC=CC1=CC=CC=C21